FC1=C(C=C(C=C1)F)COC1=CC=C(OC2=C(C=C(C=C2)OCC)N)C=C1 2-[4-[(2,5-Difluorophenyl)methoxy]phenoxy]-5-ethoxybenzenamine